7-fluoro-2-chlorosulfonyl-5-ethoxy-1,2,4-triazolo[1,5-c]pyrimidine FC1=CC=2N(C(=N1)OCC)N=C(N2)S(=O)(=O)Cl